FC1=C(C#N)C=CC(=C1)C1=NC(=CN=C1C1=CC2=C(N(C=N2)C(C)C)C=C1)N1CCC(CC1)NC 2-fluoro-4-[6-[4-(methylamino)piperidin-1-yl]-3-(1-propan-2-ylbenzimidazol-5-yl)pyrazin-2-yl]benzonitrile